2,4-dichloroanisole ClC1=C(C=CC(=C1)Cl)OC